4-(1-(3-oxo-3-(4-(5-(trifluoromethyl)pyrimidin-2-yl)piperazin-1-yl)propoxy)ethyl)-6-(prop-1-ynyl)phthalazin-1(2H)-one O=C(CCOC(C)C1=NNC(C2=CC=C(C=C12)C#CC)=O)N1CCN(CC1)C1=NC=C(C=N1)C(F)(F)F